FC1=C(OC2=C[C@@]3(C(CN(C3)C[C@H](O)C3=CC4=C(NC(S4)=O)C=C3)=C2)O)C=CC=C1 6-((R)-2-((3as,5s,6ar)-5-(2-fluorophenoxy)-3a-hydroxycyclopenta[c]pyrrol-2(1H)-yl)-1-hydroxyethyl)benzo[d]thiazol-2(3H)-one